CN(CCNCCCCCC)C.[Co] cobalt (N,N-dimethyl-N'-hexylethylenediamine)